[Na+].[Na+].S(=O)(=O)([O-])CCCSSSCCCS(=O)(=O)[O-] (sulfopropyl) trisulfide, disodium salt